methyl trans-(1r,4r)-4-aminocyclohexane-1-carboxylate N[C@@H]1CC[C@H](CC1)C(=O)OC